Cl.N1C[C@H](OCC1)C1=CC=C(C=C1)NC(=O)C1=NC=C(C=C1)Cl |r| (RS)-5-Chloro-pyridine-2-carboxylic acid (4-morpholin-2-yl-phenyl)-amide hydrochloride